3,4-dihydro-1H-pyrano[4,3-c]quinolin-5-amine C1OCCC=2C(=NC=3C=CC=CC3C21)N